(2R,5R)-tert-butyl 5-((R)-2-hydroxy-1-(3-hydroxypicolinamido)ethyl)-1-methylpyrrolidine-2-carboxylate OC[C@H](NC(C1=NC=CC=C1O)=O)[C@H]1CC[C@@H](N1C)C(=O)OC(C)(C)C